N1=NN=C(C(=C1S)S)S triazintrithiol